N~7~-[2-fluoro-5-(methyl-sulfonyl)phenyl]-N~2~-(6-methoxy-2-methyl-1,2,3,4-tetra-hydroisoquinolin-7-yl)quinazoline-2,7-diamine FC1=C(C=C(C=C1)S(=O)(=O)C)NC1=CC=C2C=NC(=NC2=C1)NC1=C(C=C2CCN(CC2=C1)C)OC